4-amino-2-(methylthio)pyrimidine-5-carboximidamide NC1=NC(=NC=C1C(N)=N)SC